22-palmitoleoyloxy-docosanoic acid C(CCCCCCC\C=C/CCCCCC)(=O)OCCCCCCCCCCCCCCCCCCCCCC(=O)O